C1(CC1)NC(C1=C(C=C(C=C1OC)C=1C=NN2C1N=CC(=C2)C=2CCOCC2)OC(F)F)=O N-cyclopropyl-2-(difluoromethoxy)-4-[6-(3,6-dihydro-2H-pyran-4-yl)pyrazolo[1,5-a]pyrimidin-3-yl]-6-methoxy-benzamide